NC1C(CC(CC1)N)CCC 1,4-diamino-2-n-propylcyclohexane